NC1=C(C=C(C=C1)N1[C@@H]2CN([C@H](C1)C2)C(=O)OC(C)(C)C)CC tert-butyl (1S,4S)-5-(4-amino-3-ethylphenyl)-2,5-diazabicyclo[2.2.1]heptane-2-carboxylate